Methyl 3-[3-(dibenzylamino)-2-fluoro-1,1-dimethyl-propoxy]propanoate C(C1=CC=CC=C1)N(CC(C(OCCC(=O)OC)(C)C)F)CC1=CC=CC=C1